octyltin bis(ethyl maleate) C(C)/C(/C(=O)[O-])=C/C(=O)[O-].C(C)/C(/C(=O)[O-])=C/C(=O)[O-].C(CCCCCCC)[Sn+4]